4-methoxy-N-[4-(2-methyl-3-pyridyl)thiazol-2-yl]benzamide COC1=CC=C(C(=O)NC=2SC=C(N2)C=2C(=NC=CC2)C)C=C1